OC(CNC(C1=C(C(C(=O)NCC(CO)O)=C(C(=C1I)NC(CCl)=O)I)I)=O)CO N,N'-bis(2,3-dihydroxypropyl)-5-chloroacetamido-2,4,6-triiodoisophthalamide